COC1=C(C(=O)OC)C=C(C=C1)\C=C\C1=CC=CC=C1 Methyl (E)-2-methoxy-5-styrylbenzoate